C(=O)O.ClC1=C(C=CC(=C1F)OC)C1=CN=C2N1C=CN=C2NC2=CC(=C(C=C2)C(=O)N2CCN(CC2)C(=O)[C@@H]2CNCC2)C [4-[[3-(2-chloro-3-fluoro-4-methoxy-phenyl)imidazo[1,2-a]pyrazin-8-yl]amino]-2-methyl-phenyl]-[4-[(3S)-pyrrolidine-3-carbonyl]piperazin-1-yl]methanone formate